5-[4-(methylsulfonyl)phenyl]-6'-(trifluoromethyl)3,3'-bipyridin-2-amine CS(=O)(=O)C1=CC=C(C=C1)C=1C=C(C(=NC1)N)C=1C=NC(=CC1)C(F)(F)F